(2R,3S,5R)-5-(4-amino-2-chloro-7H-pyrrolo[2,3-d]pyrimidin-7-yl)-2-ethynyl-2-((pentanoyloxy)methyl)tetrahydrofuran-3-yl pentanoate C(CCCC)(=O)O[C@@H]1[C@](O[C@H](C1)N1C=CC2=C1N=C(N=C2N)Cl)(COC(CCCC)=O)C#C